FC([C@H](CNC(C)C=1OC2=C(C1)C=CC(=C2)[N+](=O)[O-])N)(F)F (2S)-3,3,3-trifluoro-N1-(1-(6-nitrobenzofuran-2-yl)ethyl)propane-1,2-diamine